C(C)(=O)N1CCC2=CC(=CC=C12)C1=CC(=C(C=C1)C[C@@H](C#N)NC(=O)[C@H]1OCCCNC1)F (S)-N-((S)-2-(4-(1-acetylindolin-5-yl)-2-fluorophenyl)-1-cyanoethyl)-1,4-oxazepane-2-carboxamide